C(#N)C1=CC(=C(OCC2=NC=CC(=N2)OC2C[C@H]3CC[C@@H](C2)N3CC3=NC2=C(N3C[C@H]3OCC3)C=C(C=C2)C(=O)O)C=C1)F 2-{[(1R,3S,5S)-3-({2-[(4-cyano-2-fluorophenoxy)methyl]pyrimidin-4-yl}oxy)-8-azabicyclo[3.2.1]octan-8-yl]methyl}-1-{[(2S)-oxetan-2-yl]methyl}-1H-1,3-benzodiazole-6-carboxylic acid